5-chloro-2-[6-[(2S)-2-(hydroxymethyl)morpholin-4-yl]-4-methyl-pyridazin-3-yl]-3-methyl-phenol ClC=1C=C(C(=C(C1)O)C=1N=NC(=CC1C)N1C[C@H](OCC1)CO)C